N[C@H]1CN(CCC1)C(=O)C1=NN(C(=C1)C1=CC=C(C#N)C=C1)C1=CC=C2C=NN(C2=C1)C (R)-4-(3-(3-aminopiperidine-1-carbonyl)-1-(1-methyl-1H-indazol-6-yl)-1H-pyrazol-5-yl)benzonitrile